Rel-1-((1R,8S,9s)-bicyclo[6.1.0]non-4-yn-9-yl)-3-oxo-2,7,10,13,16-pentaoxa-4-azanonadecan-19-oic acid [C@H]12CCC#CCC[C@@H]2C1COC(NCCOCCOCCOCCOCCC(=O)O)=O